3-fluoro-4-[2-[1-[6-(2,2,2-trifluoroethoxy)-5-(trifluoromethyl)pyridine-3-carbonyl]piperidin-4-yl]ethylsulfonyl]benzenesulfonamide FC=1C=C(C=CC1S(=O)(=O)CCC1CCN(CC1)C(=O)C=1C=NC(=C(C1)C(F)(F)F)OCC(F)(F)F)S(=O)(=O)N